C(C1=CC=CC=C1)N1C([C@H](CC1=O)O)=O (3S)-N-benzyl-3-hydroxypyrrolidine-2,5-dione